(4-hydroxyphenyl)methylparaben sulfonium [SH3+].OC1=CC=C(C=C1)COC(=O)C1=CC=C(O)C=C1